6-(6-(4-methoxypyridin-3-yl)-4-methyl-1H-pyrazolo[4,3-c]pyridin-1-yl)-4-((2R,3S)-2-methyl-3-((methylsulfonyl)methyl)azetidin-1-yl)-N-(tetrahydrofuran-3-yl)pyridin-2-amine COC1=C(C=NC=C1)C1=CC2=C(C(=N1)C)C=NN2C2=CC(=CC(=N2)NC2COCC2)N2[C@@H]([C@H](C2)CS(=O)(=O)C)C